BrC=1C=C(C=C(C1SC(F)(F)F)F)O 3-bromo-5-fluoro-4-(trifluoromethylsulfanyl)phenol